COCCOCOCC 2,5,7-trioxanonane